CC1=CC=C(N=N1)CNC1=NC=NC2=CC=C(C=C12)N1CCOCC1 N-((6-methylpyridazin-3-yl)methyl)-6-morpholinoquinazolin-4-amine